COC(=O)C1=CN(C=C1)C1=NC(=NC=C1C)NC1=C(C=C(C=C1)F)Cl 1-(2-((2-chloro-4-fluorophenyl)amino)-5-methylpyrimidin-4-yl)-1H-pyrrole-3-carboxylic acid methyl ester